(Z)-1-((7-bromo-1-(((Z)-oct-3-en-1-yl)oxy)heptyl)oxy)hept-3-ene BrCCCCCCC(OCC\C=C/CCCC)OCC\C=C/CCC